CN1N=C(C(=C1)C1=CC=C(N=N1)NC1C[C@@H]2[C@@H](CN(C2)CC(CCC)C)C1)C (3aR,5s,6aS)-N-[6-(1,3-dimethylpyrazol-4-yl)pyridazin-3-yl]-2-(2-methylpentyl)-3,3a,4,5,6,6a-hexahydro-1H-cyclopenta[c]pyrrol-5-amine